2-(3-methylphenyl)-3-[(4-nitrophenyl)methoxy]-4H-1-benzopyran-4-one CC=1C=C(C=CC1)C=1OC2=C(C(C1OCC1=CC=C(C=C1)[N+](=O)[O-])=O)C=CC=C2